bis(2,3-dihydroxypropyl)-2,4,6-triiodoisophthalamide OC(CNC(C=1C(=C(C(=O)NCC(CO)O)C(=CC1I)I)I)=O)CO